C(=O)C(=O)[O-] Formylcarboxylate